(9H-fluoren-9-yl)methyl (S)-(5-(2-((tert-butoxycarbonyl)amino)-5-ureidopentanamido)-2-(((tert-butyldiphenylsilyl)oxy)methyl)benzyl)(methyl)carbamate C(C)(C)(C)OC(=O)N[C@H](C(=O)NC=1C=CC(=C(CN(C(OCC2C3=CC=CC=C3C=3C=CC=CC23)=O)C)C1)CO[Si](C1=CC=CC=C1)(C1=CC=CC=C1)C(C)(C)C)CCCNC(=O)N